ClC1=C(C(=O)NC=2C=NC(=C(C2)Cl)N2N=CC=N2)C=C(C(=C1)C1=C(C=NC=C1)C#C)C#C 2-chloro-N-(5-chloro-6-(2H-1,2,3-triazol-2-yl)pyridin-3-yl)-5-ethynyl-4-(3-ethynylpyridin-4-yl)benzamide